COC(=O)C=1C=CC2=C(N(C(=N2)CCl)C[C@H]2OCCC2)C1.CC1=NOC(=C1)N1CCNCC1 3-methyl-5-(piperazin-1-yl)isoxazole methyl-(S)-2-(chloromethyl)-1-((tetrahydrofuran-2-yl)methyl)-1H-benzo[d]imidazole-6-carboxylate